C(C)(C)C=1C=CC=C2C(=CNC12)C(=O)O 7-isopropyl-1H-indole-3-carboxylic acid